C1(CCCCC1)NC1=C2C(=NC(=N1)NC1CCC(CC1)N1CCOCC1)NN=C2C=2C=NN(C2)C N4-cyclohexyl-3-(1-methyl-1H-pyrazol-4-yl)-N6-(4-morpholinocyclohexyl)-1H-pyrazolo[3,4-d]pyrimidine-4,6-diamine